ClC1=CC=C(C=C1)CC(O)C1=C(C=CC=C1)C(F)(F)F 2-(4-chlorophenyl)-1-[2-(trifluoromethyl)phenyl]ethanol